C1(CC1)C=1NC(=NN1)C1CC2(CN(C2)C(=O)N2CC3(C2)CCN(C3)CC3=NC=C(N=C3)C(F)(F)F)C1 [6-(5-cyclopropyl-4H-1,2,4-triazol-3-yl)-2-azaspiro[3.3]heptan-2-yl]-[7-[[5-(trifluoromethyl)pyrazin-2-yl]methyl]-2,7-diazaspiro[3.4]octan-2-yl]methanone